C(C)(C)(C)OC(=O)N1[C@H](CC(=CC1)B1OC(C(O1)(C)C)(C)C)C (2S)-2-methyl-4-(tetramethyl-1,3,2-dioxaborolan-2-yl)-1,2,3,6-tetrahydropyridine-1-carboxylic acid tert-butyl ester